O1C(=NC2=C1C=CC=C2)[C@@H]2N(CC=1NC=NC12)C(=O)C1=CC=NN1C (R)-(4-(benzo[d]oxazol-2-yl)-4,6-dihydropyrrolo[3,4-d]imidazol-5(1H)-yl)(1-methyl-1H-pyrazol-5-yl)methanone